CN(C)CCC=C1C2=CC=CC=C2CCC3=CC=CC=C31.Cl 3-(10,11-dihydro-5H-dibenzo[a,d]cycloheptene-5-ylidene)-N,N-dimethyl-1-propanamine hydrochloride